(S)-TERT-BUTYL 6'-CHLORO-5-(((1S,2S)-2-(METHOXYCARBONYL)-2-METHYLCYCLOBUTYL)METHYL)-3',4,4',5-TETRAHYDRO-2H,2'H-SPIRO[BENZO[B][1,4]OXAZEPINE-3,1'-NAPHTHALENE]-7-CARBOXYLATE ClC=1C=C2CCC[C@]3(C2=CC1)CN(C1=C(OC3)C=CC(=C1)C(=O)OC(C)(C)C)C[C@@H]1[C@@](CC1)(C)C(=O)OC